ClC1=C(C=CC(=C1)C1=NN(C=N1)C1=CC=C(C=C1)OC(F)(F)F)NC(=O)\N=C\1/SCC(N1C1=C(C=CC(=C1)C)OCC(F)(F)F)=O (Z)-1-(2-chloro-4-(1-(4-(trifluoromethoxy)phenyl)-1H-1,2,4-triazol-3-yl)phenyl)-3-(3-(5-methyl-2-(2,2,2-trifluoroethoxy)phenyl)-4-oxothiazolidin-2-ylidene)urea